COC(=O)[C@H]1[C@@H]([C@H]([C@H]2OC(OC[C@H]2O1)C1=CC=CC=C1)N1N=NC(=C1)C1=CC(=CC=C1)F)OC(C)=O (4aR,6R,7R,8S,8aR)-7-acetoxy-8-(4-(3-fluorophenyl)-1H-1,2,3-triazol-1-yl)-2-phenylhexahydropyrano[3,2-d][1,3]Dioxin-6-carboxylic acid methyl ester